methyl (2S)-3-[2-(benzyloxy)-3-bromo-5-(trifluoromethyl)phenyl]-2-[(tert-butoxycarbonyl)amino]propanoate C(C1=CC=CC=C1)OC1=C(C=C(C=C1Br)C(F)(F)F)C[C@@H](C(=O)OC)NC(=O)OC(C)(C)C